azoxyindole [N+]([O-])(=NC=1NC2=CC=CC=C2C1)C=1NC2=CC=CC=C2C1